[(7S,9aR)-7-(3,4-difluorophenyl)-7-hydroxy-3,4,6,8,9,9a-hexahydro-1H-pyrido[1,2-a]pyrazin-2-yl]-[2-fluoro-3-(1H-pyrazol-5-yl)phenyl]methanone FC=1C=C(C=CC1F)[C@]1(CC[C@H]2N(CCN(C2)C(=O)C2=C(C(=CC=C2)C2=CC=NN2)F)C1)O